ethyl (2S)-6-[(1S,4S,5R)-5-[[5-cyclopropyl-3-(2,6-dichlorophenyl)-1,2-oxazol-4-yl]methoxy]-2-azabicyclo[2.2.1]heptan-2-yl]-1,2,3,4-tetrahydronaphthalene-2-carboxylate C1(CC1)C1=C(C(=NO1)C1=C(C=CC=C1Cl)Cl)CO[C@H]1[C@@H]2CN([C@H](C1)C2)C=2C=C1CC[C@@H](CC1=CC2)C(=O)OCC